FC(C1=CC=C(C=C1)N1C=CC2=CC=CC=C12)(F)F 1-(4-(trifluoromethyl)phenyl)-1H-indole